(3-bromophenyl)-3-(4-methyl-4H-1,2,4-triazol-3-yl)cyclobutanecarbonitrile BrC=1C=C(C=CC1)C1(CC(C1)C1=NN=CN1C)C#N